C(C1=CC=CC=C1)(C1=CC=CC=C1)(C1=CC=CC=C1)N1CC2CCC(C1)N2C(=O)[O-] 3-trityl-3,8-diazabicyclo[3.2.1]octane-8-carboxylate